CC1=NNC=C1[N+](=O)[O-] 3-methyl-4-Nitropyrazole